(1s,4s)-2'-bromo-4-(3-chloro-4-fluoroanilino)spiro[cyclohexane-1,1'-indene]-4-carboxylic acid methyl ester COC(=O)C1(CCC2(C(=CC3=CC=CC=C23)Br)CC1)NC1=CC(=C(C=C1)F)Cl